O1CCN(CC1)CCNC1=C2C(=NC(=C1)N)C=C(S2)C2=CC=NN2C2OCCCC2 N7-(2-morpholinoethyl)-2-(1-(tetrahydro-2H-pyran-2-yl)-1H-pyrazol-5-yl)thieno[3,2-b]pyridine-5,7-diamine